2-Methoxy-5-(methoxycarbonyl)benzoic acid COC1=C(C(=O)O)C=C(C=C1)C(=O)OC